C1(CC1)NC(C=C)=O N-cyclopropyl-acrylamide